(4-(2-(3,4-dihydroxy-5-methoxyphenyl)-1H-benzo[d]imidazol-5-yl)piperazin-1-yl)(3-(trifluoromethyl)phenyl)methanone OC=1C=C(C=C(C1O)OC)C1=NC2=C(N1)C=CC(=C2)N2CCN(CC2)C(=O)C2=CC(=CC=C2)C(F)(F)F